(2s,4s)-5-(4-chlorobenzyl)-8-(4-cyano-2-fluorophenyl)-6,9-dioxo-5,8-diazaspiro-[3.5]nonane-2-carboxamide ClC1=CC=C(CN2C3(CC(C3)C(=O)N)C(N(CC2=O)C2=C(C=C(C=C2)C#N)F)=O)C=C1